N-(2-pyridinylmethyl)-N'-[2-furanylmethyl]-N'-(5,6,7,8-tetrahydro-8-quinolinyl)-1,4-benzenedimethanamine N1=C(C=CC=C1)CNCC1=CC=C(C=C1)CN(C1CCCC=2C=CC=NC12)CC=1OC=CC1